F[C@@H]1[C@@H]2CCC[C@H](C[C@H]1N(C1=CN=C(N=N1)C=1C=C3C=CN=CC3=CC1O)C)N2 6-(6-(((1S,2R,3R,5R)-2-fluoro-9-azabicyclo[3.3.1]nonan-3-yl)(methyl)amino)-1,2,4-triazin-3-yl)isoquinolin-7-ol